6-bromo-5-methoxy-4-methyl-2H-benzo[b][1,4]oxazin-3(4H)-one BrC1=C(C2=C(OCC(N2C)=O)C=C1)OC